benzyl (6R)-6-[(tert-butoxycarbonyl)amino]-5-oxo-1,4-diazepane-1-carboxylate C(C)(C)(C)OC(=O)N[C@H]1C(NCCN(C1)C(=O)OCC1=CC=CC=C1)=O